pyrrolidine tetrafluoroborate salt F[B-](F)(F)F.N1CCCC1